C(C1CO1)C1=C(C(=C(C(=C1C(C1=CC=CC=C1)(N)N)CC(C)(C1=CC=C(C=C1)OC1=CC=C(C=C1)N)C1=CC=C(C=C1)OC1=CC=C(C=C1)N)CC1CO1)CC1CO1)CC1CO1 tetraglycidyl-2,2-bis[4-(4-aminophenoxy)phenyl]propyl-diaminodiphenyl-methane